(2S)-4-((2,2-difluoroethyl)amino)-2-(2,5-difluorophenyl)piperidine-1-carboxylic acid tert-butyl ester C(C)(C)(C)OC(=O)N1[C@@H](CC(CC1)NCC(F)F)C1=C(C=CC(=C1)F)F